S1C=C(C=C1)C=1N=NN(C1C(=O)O)CC1=CC=C(C=C1)C(F)(F)F 4-(thiophene-3-yl)-1-(4-(trifluoromethyl)benzyl)-1H-1,2,3-triazole-5-carboxylic acid